FC=1C=CC2=C([C@@H](CO2)NC)C1 (S)-5-fluoro-N-methyl-2,3-dihydrobenzo-furan-3-amine